C(C)OC1=NC=CC=C1C1=CC(=C2C(=N1)C(=NN2C(C)C)C)NCC=2N=NN(C2)C 5-(2-ethoxy-3-pyridinyl)-1-isopropyl-3-methyl-N-[(1-methyltriazol-4-yl)methyl]pyrazolo[4,3-b]pyridin-7-amine